6,7-dihydropyrimido[2,1-c][1,4]oxazin-4(9H)-one N=1C=CC(N2C1COCC2)=O